C(C)(C)(C)OC(=O)N1CC=2C=CC(=NC2CC1CCC)Cl 2-Chloro-7-(3-propyl)-7,8-dihydro-1,6-naphthyridine-6(5H)-carboxylic acid tert-butyl ester